Benzyl (S)-4-((1-(2-(2-((5-(1-methyl-1H-pyrazol-4-yl)-1H-[1,2,3]triazolo[4,5-b]pyrazin-1-yl)methyl)morpholino)pyrimidin-5-yl)azetidin-3-yl)methyl)piperazine-1-carboxylate CN1N=CC(=C1)C=1N=C2C(=NC1)N(N=N2)C[C@H]2OCCN(C2)C2=NC=C(C=N2)N2CC(C2)CN2CCN(CC2)C(=O)OCC2=CC=CC=C2